6-(1-methyl-1H-pyrazol-4-yl)-4-(1,2,3,6-tetrahydropyridin-4-yl)pyrazolo[1,5-a]pyridine-3-carbonitrile hydrochloride Cl.CN1N=CC(=C1)C=1C=C(C=2N(C1)N=CC2C#N)C=2CCNCC2